C12(CC(C1)C2)N2N=CC(=C2Cl)NC2=NC1=CC(=C(C=C1C=N2)C)N2CCN(CC2)[C@@]2([C@@H](COC2)O)C |o1:29,30| (3S,4S) or (3R,4R)-4-(4-(2-((1-(bicyclo[1.1.1]pentan-1-yl)-5-chloro-1H-pyrazol-4-yl)amino)-6-methylquinazolin-7-yl)piperazin-1-yl)-4-methyltetrahydrofuran-3-ol